5-(4-fluorophenyl)-6-hydroxy-hex-4-enoic acid FC1=CC=C(C=C1)C(=CCCC(=O)O)CO